FC1=C(C(=CC=C1)C)C1=CC=CC2=C1C(=NO2)N2C(N1[C@H](C2)C[C@@H](C1)NS(=O)(=O)CC)=O N-{(6S,7aS)-2-[4-(2-fluoro-6-methylphenyl)-1,2-benzoxazol-3-yl]-3-oxohexahydro-1H-pyrrolo[1,2-c]imidazol-6-yl}ethanesulfonamide